4-(2-oxo-4-(4-(4,4,5,5-tetramethyl-1,3,2-dioxaborolan-2-yl)phenyl)piperazin-1-yl)benzonitrile O=C1N(CCN(C1)C1=CC=C(C=C1)B1OC(C(O1)(C)C)(C)C)C1=CC=C(C#N)C=C1